C1(=CC(=CC=2C(=CC=CC12)S(=O)(=O)O)S(=O)(=O)O)S(=O)(=O)O naphthalene-1,3,5-trisulfonic acid